C(C)(=O)O\C=C/CCCCCCCC(C)C (Z)-1-i-dodecenyl acetate